CC1B(C=CC=C1)C#N 2-methyl-1-cyano-2H-borinine